1-(8-Chloro-4-isoquinolyl)-3-methyl-hexahydropyrimidine-2,4-dione ClC=1C=CC=C2C(=CN=CC12)N1C(N(C(CC1)=O)C)=O